C(C)(C)(C)OC(=O)N[C@@H](C[C@@](C(=O)OCC1=CC=CC=C1)(C)COCC)CC1=CC=C(C=C1)C1=C(C=CC(=C1)Cl)F (2S,4R)-benzyl 4-((tert-butoxycarbonyl)amino)-5-(5'-chloro-2'-fluoro-[1,1'-biphenyl]-4-yl)-2-(ethoxymethyl)-2-methylpentanoate